[1-[1-bicyclo[1.1.1]pentanyl-[3-[[(1R,2R)-2-hydroxyindan-1-yl]carbamoyl]phenyl]methyl]-4,4-diethyl-6-oxo-hexahydropyrimidin-2-ylidene]ammonium C12(CC(C1)C2)C(N2C(NC(CC2=O)(CC)CC)=[NH2+])C2=CC(=CC=C2)C(N[C@H]2[C@@H](CC1=CC=CC=C21)O)=O